5-amino-7-(4-(1,1-difluoroethyl)phenyl)-2,3-dihydrobenzofuran-4-carbonitrile NC1=CC(=C2C(CCO2)=C1C#N)C1=CC=C(C=C1)C(C)(F)F